prop-2-enyl heptanoate (allyl heptanoate) C(C=C)C(C(=O)O)CCCCC.C(CCCCCC)(=O)OCC=C